(aminoethyl)-gamma-aminopropyl-dimethoxysilane NCC[Si](OC)(OC)CCCN